1-[(tert-butoxycarbonyl)amino]cyclobutane-1-carboxylic acid C(C)(C)(C)OC(=O)NC1(CCC1)C(=O)O